2-(trifluoromethyl)phenyl-imidazole FC(C1=C(C=CC=C1)C=1NC=CN1)(F)F